[N+](=O)([O-])C1=C(C=C(C=C1)C(C(=O)N)C)C(F)(F)F [4-nitro-3-(trifluoromethyl)phenyl]-propanamide